(3S)-3-amino-N-cyclopropyl-2-hydroxy-4-(2-oxopyrrolidin-1-yl)butanamide hydrochloride Cl.N[C@H](C(C(=O)NC1CC1)O)CN1C(CCC1)=O